10-methoxy-5,6-dimethyl-6H-pyrido[4,3-b]carbazole COC=1C=2C=3C=C4C(=C(C3N(C2C=CC1)C)C)C=CN=C4